methyl 2-(5,5-dimethyl-1,3,2-dioxaborolan-2-yl)benzoate CC1(COB(O1)C1=C(C(=O)OC)C=CC=C1)C